FC(CN1C(=NC2=C1C=C(C=C2)C=2C=CN1N=C(N=C(C12)OC)NC1CC(C1)(C)NC(C)=O)C)F N-((1s,3s)-3-((5-(1-(2,2-difluoroethyl)-2-methyl-1H-benzo[d]imidazol-6-yl)-4-methoxypyrrolo[2,1-f][1,2,4]triazin-2-yl)amino)-1-methylcyclobutyl)acetamide